heptynic acid methyl ester COC(C#CCCCC)=O